O1COC2=NC=CC(=C21)N2N=CC(=C2C(F)(F)F)C(=O)NC=2C=NC(=C(C2)Cl)N2N=CC=N2 1-([1,3]dioxolo[4,5-b]pyridin-7-yl)-N-(5-chloro-6-(2H-1,2,3-triazol-2-yl)pyridin-3-yl)-5-(trifluoromethyl)-1H-pyrazole-4-carboxamide